C(C)N1C(=NC2=C1C(=CC(=C2)C#N)F)C=2N1C(CN(C3=CC=CC(C2)=C13)CCCOC)CC 1-ethyl-2-[11-ethyl-9-(3-methoxypropyl)-1,9-diazatricyclo[6.3.1.04,12]dodeca-2,4(12),5,7-tetraen-2-yl]-7-fluoro-benzimidazole-5-carbonitrile